C1CC12CN(C2)C2=CC=C(C(=N2)C=O)CN2N=CC(=C2)C(=O)OCC ethyl 1-[(6-{5-azaspiro[2.3]hexan-5-yl}-2-formylpyridin-3-yl)methyl]-1H-pyrazole-4-carboxylate